(7-{[2-(4-Chlorophenyl)imidazo[1,2-a]pyrimidin-3-yl]methyl}-3-oxa-7,9-diazabicyclo[3.3.1]non-9-yl)(6-methoxypyridin-2-yl)methanone ClC1=CC=C(C=C1)C=1N=C2N(C=CC=N2)C1CN1CC2COCC(C1)N2C(=O)C2=NC(=CC=C2)OC